ClC1=C(C=CC(=C1)OC1=CC=C(C=C1)Cl)C1(OCC(O1)C)CN1N=CN=C1 1-((2-(2-chloro-4-(4-chlorophenoxy)phenyl)-4-methyl-1,3-dioxolane-2-yl)methyl)-1H-1,2,4-triazole